N1(N=CN=C1)C1=NC=C(C=N1)CN1C[C@H](NCC1)C=1C(=C2COC(C2=CC1)=O)C (R)-5-(4-((2-(1H-1,2,4-triazol-1-yl)pyrimidin-5-yl)methyl)piperazin-2-yl)-4-methylisobenzofuran-1(3H)-one